sodium octadecanoyl alaninate N[C@@H](C)C(=O)OC(CCCCCCCCCCCCCCCCC)=O.[Na]